FC1=C(CC2=C(C=C3CN(C(C3=C2)=O)[C@H]2[C@@H](CCC2)O)C)C=CC(=C1)C=1N=NN(C1)C |r| rac-6-(2-fluoro-4-(1-methyl-1H-1,2,3-triazol-4-yl)benzyl)-2-(trans-2-hydroxycyclopentyl)-5-methylisoindolin-1-one